(R) or (S)-2-methyl-3-(1-methylpyrrolidin-2-yl)pyridine CC1=NC=CC=C1[C@@H]1N(CCC1)C |o1:7|